C[C@H]1P([C@@H](CC1)C)C1=C(C=CC=C1)P1[C@@H](CC[C@H]1C)C (2R,2'R,5R,5'R)-2,2',5,5'-tetramethyl-1,1'-(o-phenylene)diphospholane